C(C)N(C(C(=O)C1=CNC2=CC=C(C=C12)F)=O)C ethyl-2-(5-fluoro-1H-indol-3-yl)-N-methyl-2-oxoacetamide